(R)-6,9-Difluoro-3-methyl-2,3,4,5-tetrahydro-1H-pyrido[4,3-b]indole FC1=CC=C(C=2C3=C(NC12)C[C@H](NC3)C)F